5-(pyrimidin-5-yl)quinazolin-4(3H)-one N1=CN=CC(=C1)C1=C2C(NC=NC2=CC=C1)=O